NCC(=O)[O-].O=C1C(O)=C([O-])[C@H](O1)[C@@H](O)CO.[Zn+2] Zinc Ascorbate Glycinate